(R)-2-(3-(aminomethyl)bicyclo[1.1.1]Pentane-1-yl)-3-oxohexahydroimidazo[1,5-a]Pyrazine-7(1H)-carboxylic acid tert-butyl ester C(C)(C)(C)OC(=O)N1C[C@@H]2N(CC1)C(N(C2)C21CC(C2)(C1)CN)=O